2-(2-((2-(1-(cyclohexylmethyl)-1H-benzo[d]imidazol-2-yl)ethyl)amino)ethyl)-N-((3-fluoropyridin-2-yl)methyl)oxazole-4-carboxamide C1(CCCCC1)CN1C(=NC2=C1C=CC=C2)CCNCCC=2OC=C(N2)C(=O)NCC2=NC=CC=C2F